2-(3-amino-3-oxo-propyl)-N-(5-cyclopropyl-3-pyridyl)-4-methyl-3,4-dihydro-1H-isoquinoline-7-carboxamide NC(CCN1CC2=CC(=CC=C2C(C1)C)C(=O)NC=1C=NC=C(C1)C1CC1)=O